4-(((4s,5r)-2-((4-chloro-2-cyanophenyl)sulfonyl)-9-methyl-6-oxa-2,9-diazaspiro[4.5]decan-4-yl)oxy)-2-fluorobenzonitrile ClC1=CC(=C(C=C1)S(=O)(=O)N1C[C@]2([C@H](C1)OC1=CC(=C(C#N)C=C1)F)OCCN(C2)C)C#N